C(C1=CC=CC=C1)OC=1C=C2C(=NC1)[C@]1([C@@](O2)([C@@H]([C@H]([C@H]1O)C(=O)OC)C1=CC=CC=C1)C1=CC=C(C=C1)OC)O |r| rac-methyl (5aR,6S,7R,8R,8aS)-3-(benzyloxy)-8,8a-dihydroxy-5a-(4-methoxyphenyl)-6-phenyl-5a,7,8,8a-tetrahydro-6H-cyclopenta[4,5]furo[3,2-b]pyridine-7-carboxylate